(S)-3-Boc-thiazolidine-2-carboxylic acid C(=O)(OC(C)(C)C)N1[C@@H](SCC1)C(=O)O